C(C=C)(=O)NNCC N-acrylamidoethylamine